F[P-](F)(F)(F)(F)F.CN1CC=CC=C1 1-methylpyridine hexafluorophosphate